1-(9-(3-Chlorobenzyl)-1-methyl-beta-carbolin-6-yl)-3-(4-fluorophenyl)urea ClC=1C=C(CN2C3=CC=C(C=C3C=3C=CN=C(C23)C)NC(=O)NC2=CC=C(C=C2)F)C=CC1